FC=1C=C2CN(CC2=CC1OCCN1CCOCC1)C1=C(C(NN=C1)=O)C(F)(F)F 5-[5-fluoro-6-[2-(morpholin-4-yl)ethoxy]-2,3-dihydro-1H-isoindol-2-yl]-4-(trifluoromethyl)-2,3-dihydropyridazin-3-one